CC(CO)(C(O)CC(C)C)C 2,2-dimethyl-3-isobutyl-1,3-propanediol